3-phenyl-benzofuran-2-one diphosphite OP(O)OP(O)O.C1(=CC=CC=C1)C1C(OC2=C1C=CC=C2)=O